8-methyl-1H-quinolin-2-one CC=1C=CC=C2C=CC(NC12)=O